benzyl (R)-3-((tert-butoxycarbonyl)amino)-4-hydroxybutanoate C(C)(C)(C)OC(=O)N[C@H](CC(=O)OCC1=CC=CC=C1)CO